6-(4-(3-((S)-2-((1-(4-methoxybenzyl)-6-oxo-5-(trifluoromethyl)-1,6-dihydropyridazin-4-yl)amino)propoxy)-2-oxopyrrolidin-1-yl)piperidin-1-yl)nicotinonitrile COC1=CC=C(CN2N=CC(=C(C2=O)C(F)(F)F)N[C@H](COC2C(N(CC2)C2CCN(CC2)C2=NC=C(C#N)C=C2)=O)C)C=C1